5-ethylsulfanyl-1,3-dimethyl-6-[3-methyl-6-(trifluoromethyl)imidazo[4,5-b]pyridin-2-yl]benzimidazol-2-one C(C)SC1=CC2=C(N(C(N2C)=O)C)C=C1C1=NC=2C(=NC=C(C2)C(F)(F)F)N1C